N-(6-Bromo-2-ethyl-7-methyl-imidazo[1,2-a]pyridin-3-yl)-formamide BrC=1C(=CC=2N(C1)C(=C(N2)CC)NC=O)C